C([S-])([O-])=S Bis-Thiocarbonate